C1=NC2=C(N=C(N=C2N1[C@H]3[C@H]([C@@H]([C@H](O3)CO)O)F)Cl)N The molecule is a purine nucleoside analogue consisting of a 6-amino-2-chloropurin-9-yl group attached to the 1beta position of 2'-deoxy-2'-fluoro-D-arabinofuranose. It is metabolized intracellularly to the active 5'-triphosphate metabolite, which inhibits DNA synthesisis and so stops the growth of cancer cells. Clofarabine is used as an antimetabolite antineoplastic agent in the treatment of relapsed or refractory acute lymphoblastic leukaemia. It has a role as an antineoplastic agent and an antimetabolite. It is an organofluorine compound and a member of adenosines.